3-(3-((4-((4-(((R)-1-(3-amino-5-(trifluoromethyl)phenyl)ethyl)amino)-7-methoxy-2-methylquinazolin-6-yl)oxy)piperidin-1-yl)methyl)phenyl)piperidine-2,6-dione NC=1C=C(C=C(C1)C(F)(F)F)[C@@H](C)NC1=NC(=NC2=CC(=C(C=C12)OC1CCN(CC1)CC=1C=C(C=CC1)C1C(NC(CC1)=O)=O)OC)C